FC=1N=C(N2C1C(=CC(=C2)C2CN(C2)[C@H](CCCN2CC1(C2)CNC1)C(C)C)C1=C(C=C(C=C1)F)C(=O)N1[C@@H](COCC1)C)C 2-[(4R)-4-[3-(1-fluoro-8-{4-fluoro-2-[(3R)-3-methylmorpholine-4-carbonyl]phenyl}-3-methylimidazo[1,5-a]pyridin-6-yl)azetidin-1-yl]-5-methylhexyl]-2,6-diazaspiro[3.3]heptane